tris(diethylphosphinic acid) aluminum salt [Al+3].C(C)P([O-])(=O)CC.C(C)P([O-])(=O)CC.C(C)P([O-])(=O)CC